9,9-dimethyl-7-(4,4,5,5-tetramethyl-1,3,2-dioxaborolan-2-yl)-9H-fluorene-2-carbonitrile CC1(C2=CC(=CC=C2C=2C=CC(=CC12)C#N)B1OC(C(O1)(C)C)(C)C)C